ClC1=CC=C(CN2C(=NN=C2C(F)(F)F)C=2C=C3C(=NNC3=CC2)C)C=C1 5-(4-(4-chlorobenzyl)-5-(trifluoromethyl)-4H-1,2,4-triazol-3-yl)-3-methyl-1H-indazole